CC(C([2H])(C1=CC=CC=C1)C=1SC2=C(N1)C=CC=C2)C (E)-2-(2-methyl-1-phenylpropyl-1-d)benzothiazole